(S)-4-((4S,5R)-2,2-dimethyl-5-pentyl-1,3-dioxolan-4-yl)oxazolidin-2-one CC1(O[C@@H]([C@@H](O1)[C@H]1NC(OC1)=O)CCCCC)C